tert-butyl (2S,5S)-5-(((tert-butyldiphenylsilyl)oxy)methyl)-2-((2-(3-chloro-2,4-difluorophenyl)propan-2-yl)carbamoyl)morpholine-4-carboxylate [Si](C1=CC=CC=C1)(C1=CC=CC=C1)(C(C)(C)C)OC[C@@H]1CO[C@@H](CN1C(=O)OC(C)(C)C)C(NC(C)(C)C1=C(C(=C(C=C1)F)Cl)F)=O